1-[5-(5-chloro-2-methoxypyridin-4-yl)-1H-pyrazole-3-carbonyl]-N-[(4-hydroxyoxan-4-yl)methyl]piperidine-4-carboxamide ClC=1C(=CC(=NC1)OC)C1=CC(=NN1)C(=O)N1CCC(CC1)C(=O)NCC1(CCOCC1)O